ClC=1C(=CC2=C(NC(=N2)OC=2C=CC(=C(C(=O)O)C2)C)C1)C1=CC=C(C=C1)C1=CC=C(C=C1)CN1CC(C1)COCCO 5-((6-chloro-5-(4'-((3-((2-hydroxyethoxy)methyl)azetidin-1-yl)methyl)-[1,1'-biphenyl]-4-yl)-1H-benzo[d]imidazol-2-yl)oxy)-2-methylbenzoic acid